CC(CC)NC[Si](OC)(OC)OC N-but-2-ylaminomethyl-trimethoxysilane